CN(C)CCCC[C@@H](C(=O)O)N N6,N6-Dimethyllysine